tert-butyl (S)-3-methyl-4-oxopiperidine-1-carboxylate C[C@H]1CN(CCC1=O)C(=O)OC(C)(C)C